CCCCCCCCCCCCCCCCCCCCCC(CC(=O)SCCNC(=O)CCNC(=O)[C@@H](C(C)(C)COP(=O)(O)OP(=O)(O)OC[C@@H]1[C@H]([C@H]([C@@H](O1)N2C=NC3=C(N=CN=C32)N)O)OP(=O)(O)O)O)O The molecule is a very long-chain fatty acyl-CoA that results from the formal condensation of the thiol group of coenzyme A with the carboxy group of 3-hydroxytetracosanoic acid. It has a role as a human metabolite and a Saccharomyces cerevisiae metabolite. It is a 3-hydroxy fatty acyl-CoA and a very long-chain fatty acyl-CoA. It derives from a 3-hydroxytetracosanoic acid. It is a conjugate acid of a 3-hydroxytetracosanoyl-CoA(4-).